(5-bromo-2-methylphenyl)(2-(hydroxymethyl)pyrrolidin-1-yl)methanone BrC=1C=CC(=C(C1)C(=O)N1C(CCC1)CO)C